CC1(OB(OC1(C)C)C=1CC2(C1)CCN(CC2)C(=O)OC(C)(C)C)C tert-butyl 2-(4,4,5,5-tetramethyl-1,3,2-dioxaborolan-2-yl)-7-azaspiro[3.5]non-2-ene-7-carboxylate